1-(4-bromophenyl)-5-(2-hydroxyphenyl)-1,4-pentadien-3-one BrC1=CC=C(C=C1)C=CC(C=CC1=C(C=CC=C1)O)=O